(S)-N-(3-(1-((4-methyl-4H-1,2,4-triazol-3-yl)thio)ethyl)phenyl)-6-(trifluoromethyl)picolinamide CN1C(=NN=C1)S[C@@H](C)C=1C=C(C=CC1)NC(C1=NC(=CC=C1)C(F)(F)F)=O